NC=1C=C(C=CC1)NC(=O)N1CCN(CCC1)C1=NC=CC=N1 N-(3-aminophenyl)-4-(pyrimidin-2-yl)-1,4-diazepane-1-carboxamide